(R)-2-amino-3-((3-hydroxypropyl)sulfonyl)propionic acid N[C@H](C(=O)O)CS(=O)(=O)CCCO